tert-butyl (9-fluoro-6-methyl-1,2,5,6-tetrahydro-4H-pyrrolo[3,2,1-ij]quinolin-5-yl)carbamate FC1=CC=C2C(C(CN3C2=C1CC3)NC(OC(C)(C)C)=O)C